N-{4-[4-(4-fluorophenyl)-1-(2-{6-oxa-2-azaspiro[3.4]oct-2-yl}-2-oxoethyl)-1H-imidazol-5-yl]pyridin-2-yl}benzamide FC1=CC=C(C=C1)C=1N=CN(C1C1=CC(=NC=C1)NC(C1=CC=CC=C1)=O)CC(=O)N1CC2(C1)COCC2